C(#N)N[S@](=O)(=NC(NC1=C(C(=C(C=C1C(C)C)C#N)F)C(C)C)=O)C1=CN=C(S1)C(C)(C)O (R)-N-cyano-N'-((4-cyano-3-fluoro-2,6-diisopropylphenyl)carbamoyl)-2-(2-hydroxypropan-2-yl)thiazole-5-sulfonimidamide